methyl 4-((S)-1-((R)-1-(3-(4,4,5,5-tetramethyl-1,3,2-dioxaborolan-2-yl)benzyl)pyrrolidine-2-carboxamido)ethyl)benzoate CC1(OB(OC1(C)C)C=1C=C(CN2[C@H](CCC2)C(=O)N[C@@H](C)C2=CC=C(C(=O)OC)C=C2)C=CC1)C